FC=1C=C(C=C(C1)F)CC(=O)NC=1C(=NC(=C(C1)C)N1CCOCC1)N1CCCC1 2-(3,5-Difluoro-phenyl)-N-(5-methyl-6-morpholin-4-yl-2-pyrrolidin-1-yl-pyridin-3-yl)-acetamide